N-(3,4-dimethoxyphenethyl)-4-(methoxyphenyl)butane-2-amine hydrochloride Cl.COC=1C=C(CCNC(C)CCC2=C(C=CC=C2)OC)C=CC1OC